1,2-dimethylbutyl bromoformate BrC(=O)OC(C(CC)C)C